O[C@H](CC[C@@H]1N(C(CC1)=O)CCCC1=CC=C(S1)C(=O)[O-])CC1=CC(=CC=C1)C(F)(F)F 5-(3-[(2S)-2-{(3R)-3-hydroxy-4-[3-(trifluoromethyl)phenyl]butyl}-5-oxopyrrolidin-1-yl]propyl)thiophene-2-carboxylate